NC1(CN(C1)C(=O)OC(C)(C)C)C1=C(C(=CC=C1F)Cl)Cl tert-butyl 3-amino-3-(2,3-dichloro-6-fluorophenyl)-1-azetidinecarboxylate